4-((2-hydroxy-6-(4-(methoxycarbonyl)phenyl)-2-methyl-7-azaspiro[3.5]non-7-yl)methyl)-5-methoxy-7-methyl-1H-indole-1-carboxylic acid tert-butyl ester C(C)(C)(C)OC(=O)N1C=CC2=C(C(=CC(=C12)C)OC)CN1C(CC2(CC(C2)(C)O)CC1)C1=CC=C(C=C1)C(=O)OC